2-chloro-6-((4,6-dimethoxy-pyrimidin-2-yl)thio)benzoic acid ClC1=C(C(=O)O)C(=CC=C1)SC1=NC(=CC(=N1)OC)OC